C(C)(C)(C)OC(=O)N[C@@H]1[C@@H]2[C@H]([C@H](OC1)COCCOCCOCCOCC(=O)O)OC(O2)(C)C 1-((3aR,4R,7S,7aR)-7-((tert-butoxycarbonyl)amino)-2,2-dimethyltetrahydro-4H-[1,3]dioxolo[4,5-c]pyran-4-yl)-2,5,8,11-tetraoxatridecan-13-oic acid